2-((1R,5S,6R)-3-(7,7-difluoro-2-((S)-2-methylazetidin-1-yl)-6,7-dihydro-5H-cyclopenta[d]pyrimidin-4-yl)-3-azabicyclo[3.1.0]hexan-6-yl)acetate FC1(CCC2=C1N=C(N=C2N2C[C@@H]1C([C@@H]1C2)CC(=O)[O-])N2[C@H](CC2)C)F